(2-chlorophenyl-3,4,5,6-d4)-9-(phenyl-d5)-9H-carbazole-1,2,3,5,6,7,8-d7 ClC1=C(C(=C(C(=C1[2H])[2H])[2H])[2H])C1=C(C(=C(C=2N(C3=C(C(=C(C(=C3C12)[2H])[2H])[2H])[2H])C1=C(C(=C(C(=C1[2H])[2H])[2H])[2H])[2H])[2H])[2H])[2H]